C(#N)C=1C=C(C=C(C1C)N1CCC(CC1)(F)F)NC(C1=C(C=C(C=C1)I)N1CCC2(CC2)CC1)=O N-(3-cyano-5-(4,4-difluoropiperidin-1-yl)-4-methylphenyl)-4-iodo-2-(6-azaspiro[2.5]oct-6-yl)benzamide